NC1=NNC=C1C(=O)OCC ethyl 3-amino-1H-pyrazole-4-carboxylate